2-((tert-butyldimethylsilyloxy)ethyl)thiazole [Si](C)(C)(C(C)(C)C)OCCC=1SC=CN1